Sulfoformyl-pyrimidine S(=O)(=O)(O)C(=O)C1=NC=CC=N1